racemic-1-(1-(1H-imidazol-5-yl)ethyl)-7-chloro-4-(dimethylamino)quinazolin-2(1H)-one N1C=NC=C1[C@@H](C)N1C(N=C(C2=CC=C(C=C12)Cl)N(C)C)=O |r|